C(#C)[C@@H]1N(CC(C1)(C)C)C(=O)OC(C)(C)C tert-butyl (2R)-2-ethynyl-4,4-dimethylpyrrolidine-1-carboxylate